2-fluoro-6-(2H-1,2,3-triazole-2-yl)benzoic acid FC1=C(C(=O)O)C(=CC=C1)N1N=CC=N1